N1(N=NC=C1)C[C@@H]1C[C@H](N(C1)C(CNC(=O)C=1C=CC=2SC3=CC=CC=C3OC2C1)=O)C(=O)N[C@H](C)C1=CC=2C=NC=CC2N1 |o1:6| (2S,4R*)-4-((1H-1,2,3-triazol-1-yl)methyl)-N-((R)-1-(1H-pyrrolo[3,2-c]pyridin-2-yl)ethyl)-1-((phenoxathiine-3-carbonyl)glycyl)pyrrolidine-2-carboxamide